C[C@H]1CN(CCN1C)C1=C(C=C(C(=C1)OC)NC1=NC=NC(=C1)N1OCC[C@@H]1C=1C=C(C=CC1)C1=CC(=CC=C1)F)NC(C=C)=O N-(2-((S)-3,4-dimethylpiperazin-1-yl)-5-((6-((R)-3-(3'-fluoro-[1,1'-biphenyl]-3-yl)-isoxazolidin-2-yl)-pyrimidin-4-yl)-amino)-4-methoxy-phenyl)acrylamide